OC=1C=C(C(=O)NC)C=C(C1)C=1C=NN(C1)C 3-hydroxy-N-methyl-5-(1-methyl-1H-pyrazol-4-yl)benzamide